NC1=CC(=C(C=C1OC)N1CCC(CC1)N(C)C)C 1-(4-amino-5-methoxy-2-methylphenyl)-N,N-dimethylpiperidin-4-amine